Racemic-(4-(2-methyl-5-(trifluoromethyl)phenyl)piperazin-1-yl)((1RS,2SR)-2-(4-(pentafluoro-λ6-sulfaneyl)phenyl)cyclopropyl)methanone CC1=C(C=C(C=C1)C(F)(F)F)N1CCN(CC1)C(=O)[C@H]1[C@H](C1)C1=CC=C(C=C1)S(F)(F)(F)(F)F |r|